2-benzoyl-1-(1,1-dimethylethyl)-hydrazine C(C1=CC=CC=C1)(=O)NNC(C)(C)C